1,3,5-tris(di(propen-2-yloxy)bismuthanyl)benzene C=C(C)O[Bi](C1=CC(=CC(=C1)[Bi](OC(=C)C)OC(=C)C)[Bi](OC(=C)C)OC(=C)C)OC(=C)C